(1-(8-fluoro-7-(8-fluoronaphthalen-1-yl)-2-((tetrahydro-1H-pyrrolizin-7a(5H)-yl)methoxy)pyrido[4,3-d]pyrimidin-4-yl)piperidin-4-yl)methanol FC1=C(N=CC2=C1N=C(N=C2N2CCC(CC2)CO)OCC21CCCN1CCC2)C2=CC=CC1=CC=CC(=C21)F